2-(4-(6-(4-Cyano-2-fluorobenzyloxy)pyridin-2-yl)-2-methoxybenzyl)-1-((tetrahydrofuran-2-yl)methyl)-1H-benzo[d]imidazole-6-carboxylic acid C(#N)C1=CC(=C(COC2=CC=CC(=N2)C2=CC(=C(CC3=NC4=C(N3CC3OCCC3)C=C(C=C4)C(=O)O)C=C2)OC)C=C1)F